N-(2-Aminoethyl)-piperazin NCCN1CCNCC1